(R)-3-(3,5-difluorophenyl)isoxazolidine FC=1C=C(C=C(C1)F)[C@@H]1NOCC1